N(=NC(C(=O)[O-])(CC)C)C(C(=O)[O-])(CC)C 2,2'-azobis(methyl 2-methylpropionate)